4-(2-(4-(trifluoromethyl)phenyl)acetamido)benzene FC(C1=CC=C(C=C1)CC(=O)NC1=CC=CC=C1)(F)F